CSC1=CC(=CC(=N1)C1=CNC2=CN=C(C=C21)NC(C)=O)OCC2CCOCC2 N-(3-(6-(methylthio)-4-((tetrahydro-2H-pyran-4-yl)methoxy)pyridin-2-yl)-1H-pyrrolo[2,3-c]pyridin-5-yl)acetamide